1-benzyl-3-(6-bromopyridin-2-yl)-1,3-dihydro-2H-benzo[d]Imidazol-2-one C(C1=CC=CC=C1)N1C(N(C2=C1C=CC=C2)C2=NC(=CC=C2)Br)=O